(S)-6-(4-chlorophenyl)-N-(1-hydroxypropan-2-yl-1,1-d2)-2-(1-methyl-1H-pyrazol-4-yl)-3-oxo-2,3-dihydropyridazine-5-d-4-carboxamide ClC1=CC=C(C=C1)C=1C(=C(C(N(N1)C=1C=NN(C1)C)=O)C(=O)N[C@H](C([2H])([2H])O)C)[2H]